BrC1=CC=C(C=C1)[C@@H]1[C@H](CN(CC1)C(=O)OC(C)(C)C)O Tert-Butyl (3R,4R)-4-(4-Bromophenyl)-3-Hydroxy-Piperidine-1-Carboxylate